ClC1=NC=2N(C(=C1)NCC=1N(C=CN1)C)N=CC2C(C)C 5-Chloro-3-isopropyl-N-((1-methyl-1H-imidazol-2-yl)methyl)pyrazolo[1,5-a]pyrimidin-7-amine